(1s,4s)-4-((2-((2-(1-(Cyclopropylsulfonyl)-1H-pyrazol-4-yl)pyrimidin-4-yl)amino)-5-(4,5,6,7-tetrahydropyrazolo[1,5-a]pyridin-2-yl)pyridin-4-yl)amino)-1-(hydroxymethyl)cyclohexan-1-ol C1(CC1)S(=O)(=O)N1N=CC(=C1)C1=NC=CC(=N1)NC1=NC=C(C(=C1)NC1CCC(CC1)(O)CO)C1=NN2C(CCCC2)=C1